5-Fluoro-2-(2-methoxy-2-oxoethoxy)benzoic acid methyl ester COC(C1=C(C=CC(=C1)F)OCC(=O)OC)=O